FC1(CC(N(CC1)C(=O)OC(C)(C)C)C(=O)ON1C(C2=C(C(=C(C(=C2C1=O)Cl)Cl)Cl)Cl)=O)F 1-(tert-butyl) 2-(4,5,6,7-tetrachloro-1,3-dioxoisoindolin-2-yl) 4,4-difluoropiperidine-1,2-dicarboxylate